4-Hydroxy-nonadecanoic acid OC(CCC(=O)O)CCCCCCCCCCCCCCC